O1CCN(CC1)[C@@H](C(=O)O)C |r| (±)-2-morpholinopropanoic acid